2-(((3,5-bis-tert-butyl-4-hydroxyphenyl)(phenyl)methyl)thio)acetic acid C(C)(C)(C)C=1C=C(C=C(C1O)C(C)(C)C)C(SCC(=O)O)C1=CC=CC=C1